C[C@@H](CC)[C@H]1C(NC2=C(CN1)C=CC=C2)=O (3S)-3-[(2S)-butan-2-yl]-1,3,4,5-tetrahydro-2H-1,4-benzodiazepin-2-one